4-chloro-1-[4-(1,1-difluoroethyl)phenyl]sulfonyl-3-(4,4-difluorotetrahydrofuran-2-yl)indazole ClC1=C2C(=NN(C2=CC=C1)S(=O)(=O)C1=CC=C(C=C1)C(C)(F)F)C1OCC(C1)(F)F